FC(C1=NNC=C1C(CC)=O)F 1-(3-difluoromethyl-1H-pyrazol-4-yl)-1-propanone